Tert-butyl N-[2-[4-[[tert-butyl(diphenyl)silyl]oxymethyl]cyclohexoxy]ethyl]carbamate [Si](C1=CC=CC=C1)(C1=CC=CC=C1)(C(C)(C)C)OCC1CCC(CC1)OCCNC(OC(C)(C)C)=O